Nicotine N-Oxide [N+]1(=CC=CC(=C1)C1N(C)CCC1)[O-]